C(C)(C)(C)OC(CN1CCN(CCN(CCN(CC1)CC(OC(C)(C)C)=O)CC(OC(C)(C)C)=O)[C@@H](C(=O)OC(C)(C)C)CCC(=O)OC(C)(C)C)=O di-tert-butyl (R)-2-(4,7,10-tris(2-(tert-butoxy)-2-oxoethyl)-1,4,7,10-tetraazacyclododecan-1-yl)pentanedioate